4-amino-6,7-dimethoxy-2-(5-methylsulfonylamino-1,2,3,4-tetrahydroisoquinolin-2-yl)-5-(2-pyridyl)quinazoline NC1=NC(=NC2=CC(=C(C(=C12)C1=NC=CC=C1)OC)OC)N1CC2=CC=CC(=C2CC1)NS(=O)(=O)C